O[C@@H](CN([C@H]1CN(CC1)C(=O)OC(C)(C)C)C[C@@H]([C@@H](O)[C@@H]1OC(OC[C@H]1O)C1=CC=CC=C1)O)[C@H]([C@@H]1OC(OC[C@H]1O)C1=CC=CC=C1)O tert-butyl (3R)-3-(bis[(2S,3R)-2,3-dihydroxy-3-[(4R,5R)-5-hydroxy-2-phenyl-1,3-dioxan-4-yl]propyl]amino)pyrrolidine-1-carboxylate